C1(CCCCC1)NC(=O)NC1=NC=C(C=C1)O 1-cyclohexyl-3-(5-hydroxypyridin-2-yl)urea